ClC1=C(C=C2C(=C(NC2=C1)C(=O)N1CCC(CC1)C=1C(=C2CN(C(C2=CC1)=O)C1C(NC(CC1)=O)=O)F)C)O 3-(5-(1-(6-chloro-5-hydroxy-3-methyl-1H-indole-2-carbonyl)piperidin-4-yl)-4-fluoro-1-oxoisoindolin-2-yl)piperidine-2,6-dione